C(C)OCCNC=1C2=C(N=CN1)NC=C2C2=CC1=CC=C(C=C1C=C2)OCC 4-(2-ethoxyethylamino)-5-(6-ethoxynaphthalen-2-yl)-7H-pyrrolo[2,3-d]pyrimidin